FC1=CC=C(C(=C1[C@H]1N([C@@H](CC2=C1NC1=CC=CC=C21)C)C[C@@H](C(=O)O)C)C)N(C)CCN(C)CCCF (S)-3-((1R,3R)-1-(6-fluoro-3-((2-((3-fluoropropyl)(methyl)amino)ethyl)(methyl)amino)-2-methylphenyl)-3-methyl-1,3,4,9-tetrahydro-2H-pyrido[3,4-b]indol-2-yl)-2-methylpropanoic acid